(2-((5-bromo-2-((4-(4-(dimethoxymethyl)piperidin-1-yl)-2-methoxy-5-(1H-pyrazol-4-yl)phenyl)amino)pyrimidin-4-yl)amino)-4-fluoro-5-hydroxyphenyl)dimethylphosphine oxide BrC=1C(=NC(=NC1)NC1=C(C=C(C(=C1)C=1C=NNC1)N1CCC(CC1)C(OC)OC)OC)NC1=C(C=C(C(=C1)F)O)P(C)(C)=O